[N+](=O)([O-])CCC(=O)CC[N+](=O)[O-] nitroethyl ketone